COCCOC1=NC=CC(=N1)N 2-(2-methoxyethoxy)pyrimidin-4-amine